C(C(C)(C)C)C=1CC2=C(C(=C(C=C2C1)C(C)(C)C)OC)C1=CC(=CC(=C1)C)C 2-neopentyl-5-tert-butyl-6-methoxy-7-(3,5-dimethylphenyl)-1H-indene